2-hydroxy-4-oxa-6,7,8,9-tetrahydro-4H-pyridino[1,2-a]pyrimidine-3-methanol OC=1N=C2N(OC1CO)CCCC2